(S)-6-(1-(5-(5-(difluoromethyl)-3-methyl-1H-1,2,4-triazol-1-yl)-7-((2-methyl-1H-imidazol-1-yl)methyl)-1-oxo-3,4-dihydroisoquinolin-2(1H)-yl)ethyl)-4-ethoxynicotinonitrile FC(C1=NC(=NN1C1=C2CCN(C(C2=CC(=C1)CN1C(=NC=C1)C)=O)[C@@H](C)C1=NC=C(C#N)C(=C1)OCC)C)F